C(CCCCCCCCCCCCCCCCC)(=O)OCC(COC(CCNC(=O)[C@@H]1OC(OCC1(C)C)(C)C)=O)OC(CCCCCCCCCCCCCCCCC)=O 3-((3-((R)-2,2,5,5-Tetramethyl-1,3-dioxane-4-carboxamido)propanoyl)oxy)propane-1,2-diyl distearate